N1=CC=C(C=2CCCCC12)O 5,6,7,8-tetrahydroquinolin-4-ol